2-fluoro-N-((4-(4-(trifluoromethyl)phenyl)-4,5,6,7-tetrahydropyrazolo[1,5-a]pyrimidin-6-yl)methyl)acrylamide FC(C(=O)NCC1CN(C=2N(C1)N=CC2)C2=CC=C(C=C2)C(F)(F)F)=C